CC1=CC(NC=2N=C(N=C(C21)N[C@H](C#C)C2=C(C(=CC=C2)C(F)(F)F)C)C)=O methyl-2-methyl-4-{[(1R)-1-[2-methyl-3-(trifluoromethyl)phenyl]prop-2-yn-1-yl]amino}-7H,8H-pyrido[2,3-d]pyrimidin-7-one